[2-[4-[[(3-chloro-5-fluoro-benzoyl)amino]methyl]-2,2,6,6-tetradeuterio-1-piperidyl]acetyl]oxylithium ClC=1C=C(C(=O)NCC2CC(N(C(C2)([2H])[2H])CC(=O)O[Li])([2H])[2H])C=C(C1)F